(3S)-3-{[(3R)-3-methylpyrrolidin-1-yl]methyl}-1,2,3,4-tetrahydroisoquinoline dihydrochloride Cl.Cl.C[C@H]1CN(CC1)C[C@H]1NCC2=CC=CC=C2C1